p-chlorodibenzyl-piperazine ClN1CC(N(CC1)CC1=CC=CC=C1)CC1=CC=CC=C1